C1(CCCCC1)N(C(=S)N)CCO 1-cyclohexyl-1-(2-hydroxyethyl)thiourea